2-fluoro-4-(1H-tetrazol-5-yl)benzoic acid FC1=C(C(=O)O)C=CC(=C1)C1=NN=NN1